ClC=1C=CC=C2C=CC=NC12 8-chloroquinoline